6-chlorobenzo[d]thiazole-4-carboxylic acid ethyl ester C(C)OC(=O)C=1C=C(C=C2C1N=CS2)Cl